C(C)OC(=C(OCC)OCC)[SiH3] triethoxyvinyl-silane